FC=1C=C2C(=C(NC2=CC1)C(=O)NC[C@@H](CC(CNC(OC(C)(C)C)=O)CO)NC(OC(C)(C)C)=O)C1=CC=CC=C1 di-tert-butyl ((4R)-5-(5-fluoro-3-phenyl-1H-indole-2-carboxamido)-2-(hydroxymethyl)pentane-1,4-diyl)dicarbamate